(3R*,4S*,5S*)-4-(4-methoxyphenyl)-2-oxopyrrolidine-3-carboxylic acid methyl ester COC(=O)[C@H]1C(NC[C@@H]1C1=CC=C(C=C1)OC)=O |o1:4,8|